FC1=C(C(=CC=C1)F)C#CC1=C2C=CC=NC2=CC=C1 5-((2,6-Difluorophenyl)ethynyl)quinoline